1,3-bis[4-(4-amino-6-cyanophenoxy)-α,alpha-dimethylbenzyl]benzene NC1=CC=C(OC2=CC=C(C(C)(C)C3=CC(=CC=C3)C(C3=CC=C(C=C3)OC3=CC=C(C=C3C#N)N)(C)C)C=C2)C(=C1)C#N